2-methyl-beta-alanine CC(CN)C(=O)O